C(C)(C)(C)[Si](C)(C)C(=O)C1=CC(=CC=C1)OCC1=CC(=CC(=C1)OC)CCl tert-butyl-((3-((3-(chloromethyl)-5-methoxy-phenyl)methoxy)phenyl)formyl)-dimethylsilane